BrC1=CC=C(O1)CNC(C)C N-[(5-bromofuran-2-yl)methyl]Propane-2-amine